triheptyl trimellitate diheptyl-phthalate C(CCCCCC)OC(C=1C(C(=O)OCCCCCCC)=CC=CC1)=O.C(C=1C(C(=O)OCCCCCCC)=CC(C(=O)OCCCCCCC)=CC1)(=O)OCCCCCCC